3-(4-iodopiperidin-1-yl)oxetane-3-carbonitrile IC1CCN(CC1)C1(COC1)C#N